OC1(C(N(C2=CC=CC=C12)C=1C=C(C=NC1)CC1=NNC(C2=CC=CC=C12)=O)=O)C(F)(F)F (+)-4-((5-(3-Hydroxy-2-oxo-3-(trifluoromethyl)indolin-1-yl)pyridin-3-yl)methyl)phthalazin-1(2H)-on